2,3-dimethoxybenzonitrile COC1=C(C#N)C=CC=C1OC